ClC=1C(=C(C=CC1)NC(=O)C1=NN(C(=CC1=O)C)C1=C(C=CC(=C1)F)F)F N-(3-chloro-2-fluorophenyl)-1-(2,5-difluorophenyl)-6-methyl-4-oxo-1,4-dihydropyridazine-3-carboxamide